N-(3-(dimethylcarbamoyl)oxetan-3-yl)-2-methyl-5-((4-methylthiazol-5-yl)methoxy)benzofuran-3-carboxamide CN(C(=O)C1(COC1)NC(=O)C1=C(OC2=C1C=C(C=C2)OCC2=C(N=CS2)C)C)C